tert-butyl-(2-allyl-1-(3-(methyl(1-methylpiperidin-4-yl)amino)phenyl)-3-oxo-2,3-dihydro-1H-pyrazolo[3,4-d]pyrimidin-6-yl)(1-methyl-1H-indazol-5-yl)carbamate C(C)(C)(C)OC(N(C=1C=C2C=NN(C2=CC1)C)C1=NC=C2C(=N1)N(N(C2=O)CC=C)C2=CC(=CC=C2)N(C2CCN(CC2)C)C)=O